((2R,3S,4R,5R)-5-(4-aminopyrrolo[2,1-f][1,2,4]triazin-7-yl)-5-cyano-3,4-dihydroxytetrahydrofuran-2-yl) methylcyclohexylformate hydrobromide salt Br.CC1(CCCCC1)C(=O)O[C@H]1O[C@@]([C@@H]([C@@H]1O)O)(C#N)C1=CC=C2C(=NC=NN21)N